tert-butyl ((tert-butoxycarbonyl)oxy)((phenyl-d5)methyl-d2)carbamate C(C)(C)(C)OC(=O)ON(C(OC(C)(C)C)=O)C([2H])([2H])C1=C(C(=C(C(=C1[2H])[2H])[2H])[2H])[2H]